tert-butyl (4-methoxybenzyl)(4-(4,4,5,5-tetramethyl-1,3,2-dioxaborolan-2-yl)thiazol-2-yl)carbamate COC1=CC=C(CN(C(OC(C)(C)C)=O)C=2SC=C(N2)B2OC(C(O2)(C)C)(C)C)C=C1